NC\C=C(\CN1C=NC2=C1C=C(C=C2C2=CC(=CC=C2)S(=O)(=O)N2CCCC2)C(=O)OC)/F methyl (Z)-1-(4-amino-2-fluorobut-2-en-1-yl)-4-(3-(pyrrolidin-1-ylsulfonyl)phenyl)-1H-benzo[d]imidazol-6-carboxylate